tert-Butyl (3R)-3-[(1S)-2-tert-butoxy-1-[(3-hydroxyphenyl)methyl]-2-oxo-ethyl]pyrrolidine-1-carboxylate C(C)(C)(C)OC([C@@H](CC1=CC(=CC=C1)O)[C@@H]1CN(CC1)C(=O)OC(C)(C)C)=O